5-amino-8-[2-(hydroxymethyl)-6-methyl-4-pyridinyl]-2-[(1-methylpyrazol-3-yl)methyl]-7-phenyl-[1,2,4]triazolo[4,3-c]pyrimidin-3-one NC1=NC(=C(C=2N1C(N(N2)CC2=NN(C=C2)C)=O)C2=CC(=NC(=C2)C)CO)C2=CC=CC=C2